C(C)(C)(C)OC(=O)N1C(=CC=C1)B(O)O 1-(tert-butoxycarbonyl)pyrrole-2-boronic acid